BrC1=NN(C(=C1)Br)C1=CC(=CC(=C1)F)OCC 3,5-dibromo-1-(3-ethoxy-5-fluorophenyl)-1H-pyrazole